1-(1-benzylpiperidin-4-yl)pyrrolidin-2-one methyl-(1-((3-chloro-4-fluorophenyl)carbamoyl)-2,4,5,6-tetrahydrocyclopenta[c]pyrrol-4-yl)carbamate CN(C(O)=O)C1CCC2=C(NC=C21)C(NC2=CC(=C(C=C2)F)Cl)=O.C(C2=CC=CC=C2)N2CCC(CC2)N2C(CCC2)=O